(2-chloro-5-fluoropyrimidin-4-yl)-3-isopropyl-2,6-dimethyl-3H-thieno[2,3-d]imidazole ClC1=NC=C(C(=N1)C1=C(C2=C(N(C(=N2)C)C(C)C)S1)C)F